C12(CC(C1)C2)NC(O[C@H]2[C@@H](C[C@H](C2)C2=NNC(=C2)NC(=O)C2=CC(=NN2C)COC(F)(F)F)F)=O (1R,2R,4S)-2-fluoro-4-(5-(1-methyl-3-((trifluoromethoxy)methyl)-1H-pyrazole-5-carboxamido)-1H-pyrazol-3-yl)cyclopentyl bicyclo[1.1.1]pentan-1-ylcarbamate